ClC1=C(C#N)C=CC(=C1)N1CC2(CC1)CCN(CC2)C2=CC=C(C=C2)S(=O)(=O)N2CCN(CC2)CC2CCN(CC2)C=2C=C1C(N(C(C1=CC2)=O)C2C(NC(CC2)=O)=O)=O 2-chloro-4-(8-(4-((4-((1-(2-(2,6-dioxopiperidin-3-yl)-1,3-dioxoisoindolin-5-yl)piperidin-4-yl)methyl)piperazin-1-yl)sulfonyl)phenyl)-2,8-diazaspiro[4.5]decan-2-yl)benzonitrile